COC1=NC(=C(C=C1N)[N+](=O)[O-])N1CCN(CC1)C methoxy-6-(4-methylpiperazin-1-yl)-5-nitropyridin-3-amine